magnesium toluenedisulfonate C(C1=CC=CC=C1)(S(=O)(=O)[O-])S(=O)(=O)[O-].[Mg+2]